C(C)O[Si](CCCCCC[Si](C1=CC=CC=C1)(N(CC)CC)N(CC)CC)(OCC)OCC 1-triethoxysilyl-6-bis(diethylamino)phenylsilylhexane